Ethyl-3-(4,4-bis(ethoxymethyl)cyclohex-1-en-1-yl)-5,5-difluoro-5,6-dihydro-4H-pyrrolo[1,2-b]pyrazole-2-carboxylate C(C)OC(=O)C=1C(=C2N(N1)CC(C2)(F)F)C2=CCC(CC2)(COCC)COCC